2-(4-(4-(5-fluoroindolin-1-yl)pyrido[3,2-D]pyrimidin-6-yl)-1H-pyrazol-1-yl)acetic acid FC=1C=C2CCN(C2=CC1)C=1C2=C(N=CN1)C=CC(=N2)C=2C=NN(C2)CC(=O)O